Cl.C1(CCC1)N cyclobutane-amine hydrochloride